butyl 3-(2-(1-(difluoromethyl)-1H-pyrazol-3-yl)-6-(4-fluorophenyl)pyridin-4-yl)-2,5-dihydro-1H-pyrrole-1-carboxylate FC(N1N=C(C=C1)C1=NC(=CC(=C1)C=1CN(CC1)C(=O)OCCCC)C1=CC=C(C=C1)F)F